FC1=CC=CC2=C3C=4N(CCOC4N=C12)C(C1CN(C(CN13)C)C(C(=C)F)=O)=O 10-fluoro-3-(2-fluoroacryloyl)-2-methyl-2,3,4,4a,6,7-hexahydro-8-oxa-3,5a,9,13c-Tetrazanaphtho[3,2,1-de]anthracene-5(1H)-one